FC(C1=NN2C(C(=NC=C2)C=2OC(=CC2)C)=N1)F 2-(difluoromethyl)-8-(5-methylfuran-2-yl)-[1,2,4]triazolo[1,5-a]pyrazin